C(#C)C[C@@]12[C@H](CC[C@H]1[C@@H]1CC=C3C=CCC[C@@H]3[C@H]1CC2)OC(C)=O ethynyl-17β-acetoxy-3,5-estradiene